C(C1=CC=CC=C1)OC1=C(C=C2CC(N(CC2=C1)C=1OC2=C(N1)C(=CC=C2)Cl)C(=O)O)OC 7-(benzyloxy)-2-(4-chlorobenzo[d]oxazol-2-yl)-6-methoxy-1,2,3,4-tetrahydroisoquinoline-3-carboxylic acid